BrC1=NC(=CC=C1O[C@@]1(C[C@H](N(C1)C(=O)OC(C)(C)C)C(=O)O)C(=O)O)C (2S,4R)-4-((2-bromo-6-methylpyridin-3-yl)oxy)-1-(tert-butoxycarbonyl)pyrrolidine-2,4-dicarboxylic acid